tert-Butyl (2-((4-(4,6-diaminopyrimidin-2-yl)thiazol-2-yl)(4-methyl-4'-(2-(4-methylpiperazin-1-yl)ethyl)-[1,1'-bi-phenyl]-3-yl)amino)ethyl)carbamate NC1=NC(=NC(=C1)N)C=1N=C(SC1)N(CCNC(OC(C)(C)C)=O)C=1C=C(C=CC1C)C1=CC=C(C=C1)CCN1CCN(CC1)C